C(C)(C)(C)C1=CC=C(COC2=CC(=NC3=CC=CC=C23)C(=O)NCC2=CC(=CC=C2)\C=C\C(=O)NO)C=C1 (E)-4-((4-(tert-butyl)benzyl)oxy)-N-(3-(3-(hydroxyamino)-3-oxoprop-1-en-1-yl)benzyl)quinoline-2-carboxamide